C(C)(C)(C)N1CCC(CC1)N1N=C(C(=C1)NC1=NC=C(C(=N1)C1=CC2=C(C(NCCS2(=O)=O)=O)S1)C(F)(F)F)C1CC1 tert-butyl-4-(3-cyclopropyl-4-((4-(1,1-dioxido-5-oxo-2,3,4,5-tetrahydrothieno[2,3-f][1,4]thiazepin-7-yl)-5-(trifluoromethyl)pyrimidin-2-yl)amino)-1H-pyrazol-1-yl)piperidine